C(C1=CC=CC=C1)OC(=O)N[C@@H](C(C)C)C(=O)O N-(benzyloxycarbonyl)-valine